diethoxyethyl-anthracene 1,1,1,3,3,3-hexafluoro-propan-2-yl-(R or S)-1-(pyridazin-4-ylcarbamoyl)-6-azaspiro[2.5]octane-6-carboxylate FC(C(C(F)(F)F)OC(=O)N1CCC2(C[C@H]2C(NC2=CN=NC=C2)=O)CC1)(F)F.C(C)OC(CC1=CC=CC2=CC3=CC=CC=C3C=C12)OCC |o1:15|